FC1=C(C=CC=C1)C(CC1=NC(=NC(=N1)N[C@@H](CO)CC(C)C)NS(=O)(=O)C)C N-(4-(2-(2-Fluorophenyl)propyl)-6-(((R)-1-hydroxy-4-methylpentan-2-yl)amino)-1,3,5-triazin-2-yl)methanesulfonamide